(rac)-8-[3-(methanesulfonyl-methyl)azetidin-1-yl]-N-{2-[6-oxa-3-azabicyclo[3.2.1]octan-3-yl]pyrimidin-4-yl}-5-(propan-2-yl)isoquinolin-3-amine CS(=O)(=O)CC1CN(C1)C=1C=CC(=C2C=C(N=CC12)NC1=NC(=NC=C1)N1CC2COC(C1)C2)C(C)C